CC=1N=C2N(N=C(C=C2C)C=2N=C3N(C(C2)=O)C=C(S3)[C@]3([C@H](CNCC3)F)F)C1 |r| 7-(2,8-Dimethylimidazo[1,2-b]pyridazin-6-yl)-2-[rac-(3S,4S)-3,4-difluoro-4-piperidinyl]thiazolo[3,2-a]pyrimidin-5-one